3-amino-5-((2,3-dihydroxypropyl)carbamoyl)benzoic acid NC=1C=C(C(=O)O)C=C(C1)C(NCC(CO)O)=O